FC(C1=NN=C(O1)C=1C=CC(=NC1)CN1C(N(C2=C1C=C(C(=C2)C2=C1C=CNC1=CC=C2)F)C2CCN(CC2)C)=O)F 1-((5-(5-(difluoromethyl)-1,3,4-oxadiazol-2-yl)pyridin-2-yl)methyl)-6-fluoro-5-(1H-indol-4-yl)-3-(1-methylpiperidin-4-yl)-1,3-dihydro-2H-benzo[d]imidazol-2-one